C(C)N(C(C1=CC=CC(=C1)F)=O)C(C)C N-ethyl-5-fluoro-N-isoPropylbenzamide